3-oxo-3-(1-propylpyrrolidin-3-yl)propionitrile O=C(CC#N)C1CN(CC1)CCC